[Na+].O[C@@H](CC(=O)[O-])C (R)-3-hydroxybutyrate sodium